FC(C1=CC=C(C=C1)C1=NOC(=N1)[C@H](CO)NC(C1=CC=C(C=C1)F)=O)F N-[(1S)-1-{3-[4-(difluoromethyl)phenyl]-1,2,4-oxadiazol-5-yl}-2-hydroxyethyl]-4-fluorobenzamide